C(C=C)(=O)N1C(CN(CC1)C1=C(C(N(C2=NC(=C(C=C12)F)Cl)C=1C(=NC=CC1C)C(C)C)=O)C#N)CC#N (4-propenoyl-3-(cyanomethyl)piperazin-1-yl)-7-chloro-6-fluoro-1-(2-isopropyl-4-methylpyridin-3-yl)-2-oxo-1,2-dihydro-1,8-naphthyridine-3-carbonitrile